acrylic acid iron [Fe].C(C=C)(=O)O